m-anisic acid C(C1=CC(=CC=C1)OC)(=O)O